2-fluoro-3-methoxy-5-(4,4,5,5-tetramethyl-1,3,2-dioxaborolan-2-yl)aniline FC1=C(N)C=C(C=C1OC)B1OC(C(O1)(C)C)(C)C